FC=1C=CC2=C(N(C(=N2)N2C[C@@H]3[C@H](OCCN3)CC2)CC(=O)N(CC(F)(F)F)C)C1 2-(6-Fluoro-2-((4aR,8aR)-hexahydro-2H-pyrido[4,3-b][1,4]oxazin-6(5H)-yl)-1H-benzo[d]imidazol-1-yl)-N-methyl-N-(2,2,2-trifluoroethyl)acetamid